C(C)(C)OC=1C=CC(=NC1)C1=NSC(=N1)NC=1C(=NC=CN1)N(C(C)=O)C N-(3-(3-(5-isopropoxypyridin-2-yl)-1,2,4-thiadiazol-5-ylamino)pyrazin-2-yl)-N-methylacetamide